C(=O)(O)C1=CC=C(C=C1)C1=C2C=CC(C(=C3C=CC(=C(C=4C=CC(=C(C5=CC=C1N5)C5=CC=C(C=C5)C(=O)O)N4)C4=CC=C(C=C4)C(=O)O)N3)C3=CC=C(C=C3)C(=O)O)=N2 rac-tetrakis(4-carboxyphenyl)porphine